C(CCC)C1=NC=2C(=C3C(=NC2N)C=CS3)N1CC1=CC=C(C=C1)CN(CCC)CCC 2-butyl-1-(4-((dipropylamino)methyl)benzyl)-1H-imidazo[4,5-d]thieno[3,2-b]pyridin-4-amine